[Cl-].C(CCCCCCCC)[N+]1=CC(=CC=C1)C 1-Nonyl-3-Methylpyridinium chlorid